N4-(4-Chloro-3-methoxyphenyl)-5,6-dimethyl-N2-(4-(4-methylpiperazin-1-yl)phenyl)pyrimidine-2,4-diamine ClC1=C(C=C(C=C1)NC1=NC(=NC(=C1C)C)NC1=CC=C(C=C1)N1CCN(CC1)C)OC